CC=CC=CC=CC=CCCCCC=O tetradeca-2,4,6,8-tetraen-14-one